C(C)[C@@H]1N(C[C@H](N(C1)C(C1=CC(=CC=C1)C(F)(F)F)=O)CC)C=1C=2C(N(C(C1)=O)C)=CN(N2)CC#N (7-((2S,5R)-2,5-diethyl-4-(3-(trifluoromethyl)benzoyl)piperazin-1-yl)-4-methyl-5-oxo-4,5-dihydro-2H-pyrazolo[4,3-b]pyridin-2-yl)acetonitrile